2-(3,4-dimethoxyphenyl)-7-[(3S)-pyrrolidin-3-yloxy]-4H-pyrido[1,2-a]pyrimidin-4-one COC=1C=C(C=CC1OC)C=1N=C2N(C(C1)=O)C=C(C=C2)O[C@@H]2CNCC2